bis(oxalic acid) borate B(O)(O)O.C(C(=O)O)(=O)O.C(C(=O)O)(=O)O